CC1=NN(C(=C1C1=CC=CC2=C1N=CS2)C(F)(F)F)COCC[Si](C)(C)C 4-[3-methyl-5-(trifluoromethyl)-1-{[2-(trimethylsilyl)ethoxy]methyl}-1H-pyrazol-4-yl]-1,3-benzothiazole